C1(=CC=CC=C1)CCCNC(OC1=CC(=CC=C1)C=1C=NC=C(C1)C=1OC=NN1)=O 3-(5-(1,3,4-oxadiazol-2-yl)pyridine-3-yl)phenyl (3-phenylpropyl)carbamate